C(C)S(=O)(=O)C=1C(=NC=CC1)C=1OC2=NC=C(C=C2N1)S(=O)(=O)C(F)(F)F 2-(3-ethylsulfonylpyridin-2-yl)-6-(trifluoromethylsulfonyl)oxazolo[5,4-b]pyridine